(2E)-4-(tert-Butylamino)-N-(2-cyano-6-methyl-4-{8-[1-methyl-6-(trifluoromethyl)-1H-1,3-benzodiazol-5-yl]indolizine-3-carbonyl}phenyl)but-2-enamide C(C)(C)(C)NC/C=C/C(=O)NC1=C(C=C(C=C1C)C(=O)C1=CC=C2C(=CC=CN12)C1=CC2=C(N(C=N2)C)C=C1C(F)(F)F)C#N